CN1C(=NC=C1)CN1[C@H]2CC(C[C@@H]1CC2)N2C=CC1=CC=C(C=C21)C(=O)N ((1R,3s,5S)-8-((1-methyl-1H-imidazol-2-yl)methyl)-8-azabicyclo[3.2.1]oct-3-yl)-1H-indole-6-carboxamide